CN(/C=C/C=1C(=C(C(=O)OCC)C(=CC1)[N+](=O)[O-])[N+](=O)[O-])C (E)-ethyl 3-(2-(dimethylamino)vinyl)-2,6-dinitrobenzoate